3-fluoro-1-(trideuteriomethyl)pyrazole FC1=NN(C=C1)C([2H])([2H])[2H]